C(C)OC(=O)C1CCN(CC1)C1=NC=CC(=N1)C1=C(C=CC(=C1)OCCCO)F 1-(4-(2-fluoro-5-(3-hydroxypropoxy)phenyl)pyrimidin-2-yl)piperidine-4-carboxylic acid ethyl ester